CC=1C(=NC(=NC1)NC=1C=NN(C1)C1CCNCC1)C1=C(C(=O)O)C=CC=C1 (5-methyl-2-((1-(piperidin-4-yl)-1H-pyrazol-4-yl)amino)pyrimidin-4-yl)benzoic acid